COC1=C(C(=O)N[C@H](C(F)(F)F)C)C(=CC(=C1)C1=CN=C2N1C=CC(=C2)C=2N=CN(C2)C)OC 2,6-dimethoxy-4-[7-(1-methylimidazol-4-yl)imidazo[1,2-a]pyridin-3-yl]-N-[(1S)-2,2,2-trifluoro-1-methyl-ethyl]benzamide